N-(3-sulfopropyl)-N-methacryloyloxyethyl-N,N-dimethyl-ammonium S(=O)(=O)(O)CCC[N+](C)(C)CCOC(C(=C)C)=O